bis[di(3,5-di-tert-butyl-4-methoxyphenyl)phosphino]-4,4'-bi-1,3-benzodioxole C(C)(C)(C)C=1C=C(C=C(C1OC)C(C)(C)C)P(C1=CC(=C(C(=C1)C(C)(C)C)OC)C(C)(C)C)C1=C(C2=C(OC(O2)P(C2=CC(=C(C(=C2)C(C)(C)C)OC)C(C)(C)C)C2=CC(=C(C(=C2)C(C)(C)C)OC)C(C)(C)C)C=C1)C1=CC=CC=2OCOC21